N-(2-(3,3-difluoropyrrolidin-1-yl)-4-(2-fluoro-phenyl)pyridin-3-yl)-2-isopropoxypyrimidine-5-carboxamide FC1(CN(CC1)C1=NC=CC(=C1NC(=O)C=1C=NC(=NC1)OC(C)C)C1=C(C=CC=C1)F)F